COC1=C(C=CC=C1)C=1CCN(CC1)C(=O)OC(C)(C)C tert-Butyl 4-(2-methoxyphenyl)-3,6-dihydropyridine-1(2H)-carboxylate